1-(4-(2,3-dimethylphenyl)piperazin-1-yl)-2-(3-(4-(2-hydroxyacetyl)piperazine-1-carbonyl)-4,5,6,7-tetrahydro-1H-indazol-1-yl)ethanone CC1=C(C=CC=C1C)N1CCN(CC1)C(CN1N=C(C=2CCCCC12)C(=O)N1CCN(CC1)C(CO)=O)=O